(4-(2-(2-Aminopyridin-3-yl)-5-(1-methyl-1H-1,2,3-triazol-5-yl)-3H-imidazo[4,5-b]pyridin-3-yl)phenyl)methanol NC1=NC=CC=C1C1=NC=2C(=NC(=CC2)C2=CN=NN2C)N1C1=CC=C(C=C1)CO